C1=CC(=CC=C1/C=C/C(=O)NCCC2=CNC3=C2C=C(C=C3)O)O N-(p-coumaroyl)serotonin